6-chloro-2-(o-tolyl)-3-(trifluoromethyl)pyridine ClC1=CC=C(C(=N1)C1=C(C=CC=C1)C)C(F)(F)F